N[C@@H]1C2=CC=CC=C2CC12CCN(CC2)C2=C(C=C(C=C2C(=C)C2=NNCC2)F)OC(F)(F)F (S)-6-(1-amino-1,3-dihydrospiro[indene-2,4'-piperidine]-1'-yl)-3-(1-(3-fluoro-5-(trifluoromethoxy)phenyl)vinyl)-1,5-dihydro-4H-pyrazole